3-(8-(bis(4-methoxybenzyl)amino)-5-bromo-2-(hydroxymethyl)-[1,2,4]triazolo[1,5-a]pyrazin-6-yl)benzonitrile COC1=CC=C(CN(C=2C=3N(C(=C(N2)C=2C=C(C#N)C=CC2)Br)N=C(N3)CO)CC3=CC=C(C=C3)OC)C=C1